CNCC=1C(NC(NC1)=O)=O 5-methylaminomethyluracil